C(N)(=O)C1=CC(=C(COC=2C=C(C=CC2F)C2=CC(=C(C=C2)CN2C=NC3=C2C=C(C=C3)C(=O)O)F)C=C1)F ((3'-((4-carbamoyl-2-fluorobenzyl)oxy)-3,4'-difluoro-[1,1'-biphenyl]-4-yl)methyl)-1H-benzo[d]imidazole-6-carboxylic acid